4-{N-(biphenyl-4-yl)-N-phenylamino}phenylboronic acid C1(=CC=C(C=C1)N(C1=CC=CC=C1)C1=CC=C(C=C1)B(O)O)C1=CC=CC=C1